C(C1=CC=CC=C1)OC1=CC(=CC2=C1CCO2)C 4-Benzyloxy-6-methyl-2,3-dihydrobenzofuran